trans-3-((3,3-Difluorocyclobutyl)amino)-5-(4-hydroxycyclohexyl)-8-((4-(pyridin-4-yl)piperazin-1-yl)methyl)pyrimido[4,5-c]isoquinolin-6(5H)-one FC1(CC(C1)NC=1N=CC2=C(N(C(C=3C=C(C=CC23)CN2CCN(CC2)C2=CC=NC=C2)=O)[C@@H]2CC[C@H](CC2)O)N1)F